BrC=1C(=NC(=C(C1)[N+](=O)[O-])C)N(CC1=CC=C(C=C1)OC)CC1=CC=C(C=C1)OC 3-bromo-N,N-bis[(4-methoxyphenyl)methyl]-6-methyl-5-nitropyridin-2-amine